Cl.O[C@H]1C[C@@H](NC1)C(C)NC(=O)C1=CN(CCS1)C1=C2C(=NC=C1)NC=C2 N-(1-((2R,4S)-4-hydroxypyrrolidin-2-yl)ethyl)-4-(1H-pyrrolo[2,3-b]pyridin-4-yl)-3,4-dihydro-2H-1,4-thiazine-6-carboxamide hydrochloride